[N+](=O)([O-])C(CC1=CN=C(O1)N1CCN(CC1)C1=NC=C(C=N1)C(F)(F)F)C 5-(2-nitropropyl)-2-(4-(5-(trifluoromethyl)pyrimidin-2-yl)piperazin-1-yl)oxazole